(R)-4-((S)-10-Acryloyl-4-chloro-2-fluoro-14-oxo-8,8a,9,10,11,12-hexahydro-7H,14H-pyrazino[1',2':5,6][1,5]diazocino[3,2,1-hi]indol-3-yl)-2-amino-7-fluorobenzo[b]thiophene-3-carbonitrile C(C=C)(=O)N1C[C@H]2N(C(C=3C=C(C(=C4C(=CN(C34)CC2)Cl)C2=CC=C(C=3SC(=C(C32)C#N)N)F)F)=O)CC1